tert-butyl 3-[3-(2-methoxy-2-oxoethyl)phenyl]piperidine-1-carboxylate COC(CC=1C=C(C=CC1)C1CN(CCC1)C(=O)OC(C)(C)C)=O